5,6-dimethoxy-2,3-dihydrobenzo[b]Thiophene 1,1-dioxide COC1=CC2=C(S(CC2)(=O)=O)C=C1OC